(2R,3S)-1-(3-chloro-5-isopropylisoquinolin-8-yl)-2-methylazetidine ClC=1N=CC2=C(C=CC(=C2C1)C(C)C)N1[C@@H](CC1)C